C(C)(C)(C)OC(N[C@H](C(=O)NC=1C=NC(=C(C1C(C1=C(C=CC=C1F)Cl)=O)Cl)C(F)(F)F)C)=O N-[(1S)-2-[[5-chloro-4-(2-chloro-6-fluoro-benzoyl)-6-(trifluoromethyl)-3-pyridinyl]amino]-1-methyl-2-oxo-ethyl]carbamic acid tert-butyl ester